C(C(O)C)(=O)[O-].C(C(O)C)(=O)[O-].[NH4+].[Ti+] titanium ammonium bis-lactate